tert-butyl 4-(3-bromo-1,2,4-thiadiazol-5-yl)-3,6-dihydro-2H-pyridine-1-carboxylate BrC1=NSC(=N1)C=1CCN(CC1)C(=O)OC(C)(C)C